(R)-N-((5-chloro-6-(difluoromethyl)pyridin-2-yl)(5-chloro-6-(trifluoromethyl)pyridin-3-yl)methyl)-2-methylpropane-2-sulfinamide ClC=1C=CC(=NC1C(F)F)C(N[S@](=O)C(C)(C)C)C=1C=NC(=C(C1)Cl)C(F)(F)F